butyl-4,6-dimethoxybenzoThiazole-2-sulfenamide C(CCC)C=1C(=CC2=C(N=C(S2)SN)C1OC)OC